CS(=O)(=O)CCN 1-methylsulfonyl-2-ethylamine